NCCOCCOCCC(=O)NC1=C(C(=O)NC=2SC(=C(N2)C)C)C=C(C=C1)NC 2-(3-(2-(2-aminoethoxy)ethoxy)propionylamino)-N-(4,5-dimethylthiazol-2-yl)-5-(methylamino)benzamide